8-((5-Chloro-2-methoxypyridin-3-yl)sulfonyl)-3-(3-methoxyazetidin-1-yl)-1-oxa-8-azaspiro[4.5]decane ClC=1C=C(C(=NC1)OC)S(=O)(=O)N1CCC2(CC(CO2)N2CC(C2)OC)CC1